FC1=C(C(N)=CC=C1F)[2H] 3,4-difluoroaniline-2-d